1-((6-(methoxymethyl)pyridin-3-yl)methyl)-1-methyl-3-(piperidin-4-ylmethyl)urea COCC1=CC=C(C=N1)CN(C(=O)NCC1CCNCC1)C